2-(OXETAN-3-YLIDENE)ACETALDEHYDE O1CC(C1)=CC=O